C(C1=CC=CC=C1)OC([C@H](COCC1=CC=CC=C1)NC(=O)C1(CN(CCC1)C(=O)OC(C)(C)C)CO)=O tert-butyl 3-(((S)-1,3-bis(benzyloxy)-1-oxopropan-2-yl)carbamoyl)-3-(hydroxymethyl)piperidine-1-carboxylate